(Z)-4-(5-acetyl-2-fluorophenyl)-1-(4-amino-2-fluorobut-2-en-1-yl)-1H-benzo[d]imidazole-6-carbonitrile C(C)(=O)C=1C=CC(=C(C1)C1=CC(=CC=2N(C=NC21)C/C(=C/CN)/F)C#N)F